3-(5-(isopropylamino)-2-(1H-pyrazol-5-yl)thieno[3,2-b]pyridin-7-ylamino)-1-propanol C(C)(C)NC1=CC(=C2C(=N1)C=C(S2)C2=CC=NN2)NCCCO